6-(3-methyl-4-(((tetrahydro-2H-pyran-2-yl)oxy)methyl)isoxazol-5-yl)pyridin-3-ol CC1=NOC(=C1COC1OCCCC1)C1=CC=C(C=N1)O